cis-4-methoxythujane COC1(CC[C@]2([C@@H]1C2)C(C)C)C